BrC1=C(C=C2C(=NNC2=C1)C=O)F 6-bromo-5-fluoro-1H-indazole-3-carbaldehyde